3-methyl-1-(4-(p-tolyl)thiazol-2-yl)-1H-pyrazol-5-ol CC1=NN(C(=C1)O)C=1SC=C(N1)C1=CC=C(C=C1)C